1-(2-((2S,4R)-2-(2-ethyl-3-oxoisoindolin-5-ylcarbamoyl)-4-fluoropyrrolidin-1-yl)-2-oxoethyl)-5-(pyridazin-4-yl)-1H-indazole-3-carboxamide C(C)N1CC2=CC=C(C=C2C1=O)NC(=O)[C@H]1N(C[C@@H](C1)F)C(CN1N=C(C2=CC(=CC=C12)C1=CN=NC=C1)C(=O)N)=O